((S)-2-((S)-2,2-dimethylcyclopropanecarbonyl)-8-(((2-methyl-3-(tetrahydro-2H-pyran-4-yl)benzyl)oxy)methyl)-2,6-diazaspiro[3.4]octan-6-yl)(thiazol-5-yl)methanone CC1([C@H](C1)C(=O)N1CC2(C1)CN(C[C@H]2COCC2=C(C(=CC=C2)C2CCOCC2)C)C(=O)C2=CN=CS2)C